ClC1=C(C=C(OCC(=O)N[C@@H]2CN[C@H](CC2)C=2OC(=NN2)OC2CC(C2)(F)F)C=C1)F 2-(4-chloro-3-fluorophenoxy)-N-[(3S,6R)-6-[5-(3,3-difluoro-cyclobutoxy)-1,3,4-oxadiazol-2-yl]piperidin-3-yl]acetamide